N=1C=NN2C1C=CC(=C2)C2=C(N=C(C=1N2N=NN1)N)C1=CC=C(C=C1)F 5-([1,2,4]triazolo[1,5-a]pyridin-6-yl)-6-(4-fluorophenyl)tetrazolo[1,5-a]pyrazin-8-amine